ClC=1C=NC(=NC1)N1CCC(CC1)CCCOC1=CC(=C(C(=C1)F)CC(=O)N1CC(C1)CO)F 2-(4-(3-(1-(5-chloropyrimidin-2-yl)piperidin-4-yl)propoxy)-2,6-difluorophenyl)-1-(3-(hydroxymethyl)-azetidin-1-yl)ethan-1-one